Cl.C[C@H]1N[C@@H](COC1)C (3R,5R)-3,5-Dimethylmorpholine HCl